5-[4-[1-(2,6-Dioxo-3-piperidyl)-3-methyl-2-oxo-benzimidazol-5-yl]piperidine-1-carbonyl]-2-nitro-benzoic acid O=C1NC(CCC1N1C(N(C2=C1C=CC(=C2)C2CCN(CC2)C(=O)C=2C=CC(=C(C(=O)O)C2)[N+](=O)[O-])C)=O)=O